C=C(C)CCC[C@@H](C)[C@H]1CC[C@H]2[C@@H]3CCC4C[C@H](CC[C@]4(C)[C@H]3CC[C@]12C)O Cholesten-3β-ol